C(=O)(OC(C)(C)C)N1CCN(CC1)C1=C(C=CC=C1)Br 4-Bocpiperazinyl-bromobenzene